O=S1(C[C@@H](C=C1)NC(=O)C=1C(NC2=CC(=CC=C2C1)NC)=O)=O (R)-N-(1,1-Dioxido-2,3-dihydrothiophen-3-yl)-7-(methylamino)-2-oxo-1,2-dihydroquinoline-3-carboxamide